C(C)(C=C)(CCC=C(C)C)C(=O)O.C(=O)OC(C=C)(CCC=C(C)C)C 3,7-dimethylocta-1,6-dien-3-yl formate (Linalyl Formate)